N-[5-(3-chlorophenoxy)pyridin-2-yl]-6-oxo-1-(propan-2-yl)-1,6-dihydropyridine-3-carboxamide ClC=1C=C(OC=2C=CC(=NC2)NC(=O)C2=CN(C(C=C2)=O)C(C)C)C=CC1